2-({4-[2-(4-chloro-2-fluorophenyl)-1,3-benzodioxan-4-yl]piperidin-1-yl}methyl)-1-[(2S)-oxetan-2-ylmethyl]-1H-benzimidazole-6-carboxylic acid ClC1=CC(=C(C=C1)C1OC(C2=C(O1)C=CC=C2)C2CCN(CC2)CC2=NC1=C(N2C[C@H]2OCC2)C=C(C=C1)C(=O)O)F